5-chloro-2-(difluoromethyl)-N-((1R,4r)-4-((3-(6-((R)-2-hydroxypropanamido)pyridin-3-yl)-2-oxo-2,3-dihydro-1H-benzo[d]imidazol-1-yl)methyl)cyclohexyl)nicotinamide ClC=1C=NC(=C(C(=O)NC2CCC(CC2)CN2C(N(C3=C2C=CC=C3)C=3C=NC(=CC3)NC([C@@H](C)O)=O)=O)C1)C(F)F